ClCCN(C(=O)NC1C2CCC(C1)C2)N=O 1-(2-Chloroethyl)-1-nitroso-3-(2-norbornyl)urea